N-methyl-methylamine hydrogen chloride Cl.CNC